O=C(C(=O)O)C(=O)C(=O)O keto-oxalacetic acid